CN1N=CC=C1B1OC(C)(C)C(C)(C)O1 1-methyl-1H-pyrazole-5-boronic acid pinacol ester